FC(C(=O)O)(F)F.OC1OC2=CC=CC=C2C(C1)=O Hydroxy-3,4-dihydro-2H-chromen-4-one 2,2,2-trifluoroacetate